C(C)(C)(C)OC(=O)N1CC2(C1)CN(C(C2NC2=CC(=CC=C2)OC)=O)C2=CC=C(C=C2)Br 6-(4-bromophenyl)-8-((3-methoxyphenyl)amino)-7-oxo-2,6-diazaspiro[3.4]Octane-2-carboxylic acid tert-butyl ester